N1N=NC=C1C1CCNCC1 4-(1H-1,2,3-Triazol-5-yl)piperidine